COCC1=CC=C(C=C1)N1N=CC=2C(C1=O)=C(N(C2C)C2=CC=CC=C2)C 2-(4-(Methoxymethyl)phenyl)-5,7-dimethyl-6-phenyl-2,6-dihydro-1H-pyrrolo[3,4-d]pyridazin-1-one